3,5-Bis(2-dodecylthiocarbonothioylthio-1-oxopropoxy)benzoic acid C(CCCCCCCCCCC)SC(=S)SC(C(OC=1C=C(C(=O)O)C=C(C1)OC(C(C)SC(=S)SCCCCCCCCCCCC)=O)=O)C